N-[(2,3-dihydrofuro[2,3-c]pyridin-4-yl)methyl]-5-fluoro-6-methoxypyridine-3-carboxamide O1CCC=2C1=CN=CC2CNC(=O)C=2C=NC(=C(C2)F)OC